((3-(4-fluoro-3-(trifluoromethyl)phenyl)-1,2,4-oxadiazol-5-yl)methyl)-5,5-dimethylimidazolidine-2,4-dione FC1=C(C=C(C=C1)C1=NOC(=N1)CN1C(NC(C1(C)C)=O)=O)C(F)(F)F